(Z)-N-hydroxy-6-(4-(furan-2-ylmethylene)-2,5-dioxoimidazolidin-1-yl)hexanamide ONC(CCCCCN1C(N\C(\C1=O)=C/C=1OC=CC1)=O)=O